Methyl (R)-3-cyclohexyl-2-hydroxypropanoate C1(CCCCC1)C[C@H](C(=O)OC)O